(2s,3r)-2-amino-3-(2-chlorophenyl)-3-hydroxypropionic acid N[C@H](C(=O)O)[C@H](O)C1=C(C=CC=C1)Cl